2-([1,1'-biphenyl]-3-yl)-4-(4-(10-chloroanthracen-9-yl)phenyl)-6-phenyl-1,3,5-triazine C1(=CC(=CC=C1)C1=NC(=NC(=N1)C1=CC=C(C=C1)C=1C2=CC=CC=C2C(=C2C=CC=CC12)Cl)C1=CC=CC=C1)C1=CC=CC=C1